C(C)(C)(C)OC(NCCONC(=O)C=1N=NN(C1)C=1CN2C(N(C(C1)C2)OCC=C)=O)=O.CO[Si](CCC(F)(F)F)(OC)OC trimethoxy(3,3,3-trifluoropropyl)silane tert-butyl-N-[2-[[1-(6-allyloxy-7-oxo-1,6-diazabicyclo[3.2.1]oct-3-en-3-yl)triazole-4-carbonyl]amino]oxyethyl]carbamate